O=C1NC(CCC1C=1C=CC(=NC1)N1CCC(CC1)CN1CCN(CC1)C=1SC2=C(N1)C=C(C(=C2)C(=O)NC2=NC(=CC=C2)C(F)(F)F)OC(C)C)=O 2-(4-((1-(5-(2,6-dioxopiperidin-3-yl)pyridin-2-yl)piperidin-4-yl)methyl)piperazin-1-yl)-5-isopropoxy-N-(6-(trifluoromethyl)pyridin-2-yl)benzo[d]thiazole-6-carboxamide